BrC=1N=C2C(=CC=NC2=CC1)O 6-Bromo-1,5-naphthyridin-4-ol